ClCCN(C1=C(C=C(C=C1[N+](=O)[O-])C(F)(F)F)[N+](=O)[O-])CCC N-(2-chloroethyl)-2,6-dinitro-N-propyl-4-(trifluoromethyl)aniline